C(C1=CN=CC=C1)(=O)OCCN1C=NC=2N(C(N(C(C12)=O)C)=O)C 2-(1,3-dimethyl-2,6-dioxo-1,2,3,6-tetrahydro-7H-purin-7-yl)ethyl nicotinate